C(C1=CC=CC=C1)N(S(=O)(=O)C=1C=CC2=C(C(=C(O2)C(=O)O)C)C1)CCC1=CC=CC=C1 5-(N-benzyl-N-phenethylsulfamoyl)-3-methylbenzofuran-2-carboxylic acid